m-benzenetrimellitic acid iron [Fe].C1=CC(=CC=C1)C=1C=C(C=C(C1C(=O)O)C(=O)O)C(=O)O